C(C(C)C)NCC=1C=C(C(N(C1)CC#C)=O)C(=O)N 5-((isobutylamino)methyl)-2-oxo-1-(prop-2-yn-1-yl)-1,2-dihydropyridine-3-carboxamide